FC=1C=C2C(N(C=3N(C2=CC1)C(NN3)=S)CCCNC(CC3=CC(=CC=C3)OC)=O)=O N-(3-(7-fluoro-5-oxo-1-thioxo-1,2-dihydro-[1,2,4]triazolo[4,3-a]quinazolin-4(5H)-yl)propyl)-2-(3-methoxyphenyl)acetamide